N-(6-(1H-benzo[d]imidazol-2-yl)-5-chloropyridin-3-yl)-2-chloro-4-(3-ethynylpyridin-4-yl)-5-Fluorobenzamide N1C(=NC2=C1C=CC=C2)C2=C(C=C(C=N2)NC(C2=C(C=C(C(=C2)F)C2=C(C=NC=C2)C#C)Cl)=O)Cl